NC=1C=C(C#N)C=CC1C#CC(OCC)OCC 3-amino-4-(3,3-diethoxyprop-1-ynyl)benzonitrile